1,4-monoanhydro-iditol C1[C@@H](O)[C@H](O)[C@@H](O1)[C@H](O)CO